F[C@]12[C@H]3CC[C@@]4([C@H](CC[C@H]4[C@@H]3CC[C@@H]2C[C@@](CC1)(C)O)C(CNC1=C(C=NC=C1)F)=O)C 1-((3S,5R,8S,9S,10R,13S,14S,17S)-10-Fluoro-3-hydroxy-3,13-dimethylhexadecahydro-1H-cyclopenta[a]phenanthren-17-yl)-2-((3-fluoropyridin-4-yl)amino)ethan-1-one